3,7-dimethyl-2,4-octadiene CC(=CC)C=CCC(C)C